C(C)OC(=O)N1C[C@H]([C@@](C1)(C)CO)NS(=O)(=O)C=1C(=C(N(C1)C)C(=O)OCC)F cis-ethyl 4-(N-(1-(ethoxycarbonyl)-4-(hydroxymethyl)-4-methyl pyrrolidin-3-yl)sulfamoyl)-3-fluoro-1-methyl-1H-pyrrole-2-carboxylate